C(C)(C)(C)OC(=O)N1C2CC(C(C1)C2)CO.O=C(CCCCCC=2N=C(N(C2)C2=CC=CC=C2)C2=C(C(=O)N)C=CC=C2C=2C=NNC2)NC2=CC=CC=C2 (4-(6-oxo-6-(phenylamino)hexyl)-1-phenyl-1H-imidazol-2-yl)-3-(1H-pyrazol-4-yl)benzamide tert-butyl-5-(hydroxymethyl)-2-azabicyclo(2.2.1)heptane-2-carboxylate